3-(6-bromo-2-oxopyrrolo[4,3,2-de]quinazolin-1(2H)-yl)piperidine-2,6-dione BrC1=CC=C2C3=C(N=CN=C13)C(N2C2C(NC(CC2)=O)=O)=O